FC1(CN(CC[C@H]1NC1=NN2C(C(=N1)OC)=C(C(=C2)F)C=2C=CC1=C(N(C=N1)CC(F)F)C2)C)F (R)-N-(3,3-difluoro-1-methylpiperidin-4-yl)-5-(1-(2,2-difluoroethyl)-1H-benzo[d]imidazol-6-yl)-6-fluoro-4-methoxypyrrolo[2,1-f][1,2,4]triazin-2-amine